(2S)-4,4-Diallylpyrrolidine-1,2-dicarboxylic acid di-tert-butyl ester C(C)(C)(C)OC(=O)N1[C@@H](CC(C1)(CC=C)CC=C)C(=O)OC(C)(C)C